2-(4-(6-fluoro-2-(5-fluoro-2-methylpyridin-4-yl)-3-isopropyl-1H-indol-5-yl)piperidin-1-yl)-N,N-dimethylacetamide FC1=C(C=C2C(=C(NC2=C1)C1=CC(=NC=C1F)C)C(C)C)C1CCN(CC1)CC(=O)N(C)C